[N+](=O)([O-])C1=CC=CC=2SC3=C(C21)C=CC=C3 1-nitrodibenzothiophene